ClC=1C=C(C=CC1)NC(=O)NC1=C(C(=C(C=C1)F)C(=O)C=1C=C2N=CC=NC2=CC1)F 1-(3-chlorophenyl)-3-(2,4-difluoro-3-(quinoxaline-6-carbonyl)phenyl)urea